5-(((3-bromo-2-methoxypyridin-4-yl)amino)methylene)-2,2-dimethyl-1,3-dioxane BrC=1C(=NC=CC1NC=C1COC(OC1)(C)C)OC